(4-oxa-7-azaspiro[2.5]octan-5-yl)methanol C1CC12OC(CNC2)CO